tert-butyl-6-(3-bromo-2-methylphenyl)-3,4-dihydroisoquinoline C(C)(C)(C)C1=NCCC2=CC(=CC=C12)C1=C(C(=CC=C1)Br)C